C(C)N(CC)CCC=1C=NC(=CC1)C=C N,N-diethyl-2-(6-vinyl-3-pyridinyl)ethylamine